C(C)(=O)N1CCN(CC1)N1C(C(=CC=C1)NC(C1=C(C=C(C=C1)NS(=O)(=O)CCO)N1CCC2(CC2)CC1)=O)=O N-(1-(4-acetylpiperazin-1-yl)-2-oxo-1,2-dihydropyridin-3-yl)-4-((2-hydroxyethyl)sulfonamido)-2-(6-azaspiro[2.5]octan-6-yl)benzamide